CON(C(=O)C1CC2(C1)CCC2)C N-methoxy-N-methylspiro[3.3]heptane-2-carboxamide